C1(CCC1)OC=1C=C2COC(C2=C(C1)C(F)(F)F)=O 5-cyclobutoxy-7-(trifluoromethyl)isobenzofuran-1(3H)-one